C(C)(C)(C)OC(NC1CCC(CC1)C=O)=O.C12=CC=CC3=CC=CC(=C13)OS2(=O)=O 8-naphthalenesultone tert-butyl-N-(4-formylcyclohexyl)carbamate